C(CCC)OC=1N=C(C2=C(N1)C(=CN2)CC2=CC=C(C=C2)CN2CC(CC2)F)N 2-butoxy-7-(4-((3-fluoropyrrolidin-1-yl)methyl)benzyl)-5H-pyrrolo[3,2-d]pyrimidin-4-amine